CC1(C2=CC=CC=3C(C(C=4C=CC=C1C4C23)(C)C)(C)C)C 4,4,8,8,9,9-hexamethyl-8,9-dihydro-4H-cyclopenta[def]phenanthrene